2-methyl-5-(trifluoromethyl)benzofuran CC=1OC2=C(C1)C=C(C=C2)C(F)(F)F